4-(hydroxymethyl)cyclohexanecarboxylic acid OCC1CCC(CC1)C(=O)O